azobenzene-3,3'-Dicarboxylic acid C1=CC(=CC(=C1)N=NC2=CC=CC(=C2)C(=O)O)C(=O)O